5'-(tert-butyl)-N-(3-(tert-butyl)phenyl)-[1,1':3',1''-terphenyl]-2'-amine C(C)(C)(C)C=1C=C(C(=C(C1)C1=CC=CC=C1)NC1=CC(=CC=C1)C(C)(C)C)C1=CC=CC=C1